1-[(8-Hydroxy-5-nitroquinolin-7-yl)(4-methoxyphenyl)methyl]urea OC=1C(=CC(=C2C=CC=NC12)[N+](=O)[O-])C(NC(=O)N)C1=CC=C(C=C1)OC